4-(2-methoxypyridin-4-yl)-2-(morpholin-4-yl)-8-(1H-pyrazol-5-yl)-1,7-naphthyridine COC1=NC=CC(=C1)C1=CC(=NC2=C(N=CC=C12)C1=CC=NN1)N1CCOCC1